BrC=1N=C(C(=NC1)SC1=C(C(=CC=C1)Cl)Cl)OCC1=CC=C(C=C1)OC 5-bromo-2-(2,3-dichlorophenyl)sulfanyl-3-[(4-methoxyphenyl)methoxy]pyrazine